C(C)OC1=CC=C(C=C1)C1=C(N=CC(=N1)C(=O)N/N=C/C=1C(=NC=C(C1)OC)F)O (E)-6-(4-ethoxyphenyl)-N'-((2-fluoro-5-methoxypyridin-3-yl)methylene)-5-hydroxypyrazine-2-carbohydrazide